F[P-](F)(F)(F)(F)F.ClC1=CC2=C(N(N=[N+]2[O-])C(=[N+](C)C)N2CCOCC2)C=C1 N-[(5-chloro-3-oxido-1H-benzotriazol-1-yl)-4-morpholinylmethylene]-N-methylmethanaminium hexafluorophosphate